CO[C@@H]([C@H](C=O)O)[C@H](OC)C 5-DEOXY-3,4-DI-O-METHYL-D-RIBOSE